ethyl 1-(2-((S)-1-((tert-butoxycarbonyl) amino) but-3-en-1-yl) pyridin-4-yl)-5-((R)-2-methylbut-3-enamido)-1H-pyrazole-3-carboxylate C(C)(C)(C)OC(=O)N[C@@H](CC=C)C1=NC=CC(=C1)N1N=C(C=C1NC([C@@H](C=C)C)=O)C(=O)OCC